FC1=CC(=C(C=C1C1=NN=C(N1)OC)NC(=O)C=1C=NN2C1C=CC(=C2)OC)C N-[4-Fluoro-5-(5-methoxy-4H-1,2,4-triazol-3-yl)-2-methylphenyl]-6-methoxypyrazolo[1,5-a]pyridine-3-carboxamide